phenyldi(xylyl)sulfonium C1(=CC=CC=C1)[S+](C1=C(C(=CC=C1)C)C)C1=C(C(=CC=C1)C)C